NC1=CC=C(C(=C1CNC(=O)C1CCOCC1)F)Br N-(6-amino-3-bromo-2-fluorobenzyl)tetrahydro-2H-pyran-4-carboxamide